COC1=C(C(=O)C2=C(C3=CC=C4C=CC5=CC=C6C=CC7=CC=C2C2=C7C6=C5C4=C32)C(C3=C(C=CC=C3)OC)=O)C=CC=C1 bis(methoxybenzoyl)coronene